(R)-N-(5-(5-ethyl-1,2,4-oxadiazol-3-yl)-2,3-dihydro-1H-inden-1-yl)-2,2-difluoroacetamide C(C)C1=NC(=NO1)C=1C=C2CC[C@H](C2=CC1)NC(C(F)F)=O